3-sulfopropyl methacrylate potassium [K].C(C(=C)C)(=O)OCCCS(=O)(=O)O